C(C)(C)(C)C1=CC=C2C(N(S(C3=CC=CC(N(C(CC[C@H]4CC(N(C2=N1)C4)(C)C)C4=CC=CC=C4)C)=N3)(=O)=O)CC=C)=O (14S)-8-tert-Butyl-12,12,18-trimethyl-17-phenyl-3-(prop-2-en-1-yl)-2λ6-thia-3,9,11,18,23-pentaazatetracyclo[17.3.1.111,14.05,10]tetracosa-1(22),5,7,9,19(23),20-hexaene-2,2,4-trione